FC1=C(C(=O)C2=NNC3=NC=C(C=C32)C3=C(C=C(C=C3)S(=O)(=O)N)C)C(=CC=C1SCCC)F 4-[3-[2,6-difluoro-3-(propylsulfanyl)benzoyl]-1H-pyrazolo[3,4-b]pyridin-5-yl]-3-methylbenzenesulfonamide